ClC=1C=C2C(=CC1)C(OC21C[C@@H](N(CC1)CC=1C=NN(C1)C1=CC=CC=C1)C)C(=O)N (2'S)-5-chloro-2'-methyl-1'-[(1-phenylpyrazol-4-yl)methyl]spiro[1H-isobenzofuran-3,4'-piperidine]-1-carboxamide